germanal [GeH2]=O